[Na].ClC1=CC=C(C=C1)S(=O)O 4-chlorobenzenesulfinic acid sodium